Methyl (1-(4-acetyl-2-methoxybenzyl)-7-(butylamino)-1H-pyrazolo[4,3-d]pyrimidin-5-yl)carbamate C(C)(=O)C1=CC(=C(CN2N=CC=3N=C(N=C(C32)NCCCC)NC(OC)=O)C=C1)OC